CC1=CN(C=2N=CN=C(C21)N2CCSC(=C2)C(=O)OCC)COCC[Si](C)(C)C ethyl 4-(5-methyl-7-((2-(trimethylsilyl)ethoxy)methyl)-7H-pyrrolo[2,3-d]pyrimidin-4-yl)-3,4-dihydro-2H-1,4-thiazine-6-carboxylate